L-tagatose OCC(=O)[C@H](O)[C@H](O)[C@@H](O)CO